4-fluorobicyclo[4.2.0]octa-1(6),2,4-trien-2-ol FC=1C=C(C=2CCC2C1)O